(R)-3-(2-Hydroxy-4-(prop-1-yn-1-yl)phenyl)-4-methyl-6-((1-methylpiperidin-3-yl)amino)-1,2,4-triazine-5(4H)-one OC1=C(C=CC(=C1)C#CC)C1=NN=C(C(N1C)=O)N[C@H]1CN(CCC1)C